COC=1C=C(C=C(C1OC)OC)C=CC1=NC(=NC(=N1)C(Cl)(Cl)Cl)C(Cl)(Cl)Cl 2-[2-(3,4,5-tri-methoxyphenyl)ethenyl]-4,6-bis(trichloromethyl)-s-triazine